9-[N-(decyloxy)-4-(dimethylamino)butyrylamino]-2,2-difluorononadecanoic acid 3-pentyloxy ester CCC(CC)OOC(C(CCCCCCC(CCCCCCCCCC)N(OCCCCCCCCCC)C(CCCN(C)C)=O)(F)F)=O